2-(2',2'-difluoroethoxy)-6-trifluoromethyl-benzenesulfonyl chloride FC(COC1=C(C(=CC=C1)C(F)(F)F)S(=O)(=O)Cl)F